N=1C=C(N2C1N=CC=C2)C2=CC=C1C=NC(=NC1=C2)NC=2C=C(NC2)C(=O)NC 4-((7-(imidazo[1,2-a]pyrimidin-3-yl)quinazolin-2-yl)amino)-N-methyl-1H-pyrrole-2-carboxamide